N-[[6-[3-[(4-methylpiperazin-1-yl)methyl]benzoyl]-6-azaspiro[2.5]octan-2-yl]methyl]-1H-pyrrolo[3,2-c]pyridine-2-carboxamide CN1CCN(CC1)CC=1C=C(C(=O)N2CCC3(C(C3)CNC(=O)C3=CC=4C=NC=CC4N3)CC2)C=CC1